[Cl-].P(OCC)(OCC)N diethyl phosphoramidite chloride